(2R,3R,4R,5S)-6-aminohexane-1,2,3,4,5-pentaol NC[C@@H]([C@H]([C@@H]([C@@H](CO)O)O)O)O